tert-butyl (R)-4-(5-(2-fluorophenyl)-7-(pyridin-2-yl)-7H-pyrrolo[2,3-d]pyrimidin-4-yl)-2-methylpiperazine-1-carboxylate FC1=C(C=CC=C1)C1=CN(C=2N=CN=C(C21)N2C[C@H](N(CC2)C(=O)OC(C)(C)C)C)C2=NC=CC=C2